C(C1=CC=CC=C1)S(=O)(=O)NC(C1=CC=C(C=C1)N1CCN(CC1)C(=O)C=1C=NC=C(C1)C#CC=1C=NC=C(C1)O)=O N-benzylsulfonyl-4-[4-[5-[2-(5-Hydroxypyridine-3-yl)ethynyl]pyridine-3-carbonyl]piperazin-1-yl]benzamide